N-[2-(4-fluorophenyl)-2-oxoethyl]acetamide FC1=CC=C(C=C1)C(CNC(C)=O)=O